2-Amino-4-((R)-5-chloro-3-(((S)-2-(difluoromethylene)tetrahydro-1H-pyrrolizin-7a(5H)-yl)methoxy)-7,9-dihydrofuro[3,4-f]quinazolin-6-yl)benzo[b]selenophene-3-carbonitrile NC1=C(C2=C([Se]1)C=CC=C2C=2C1=C(C=3C=NC(=NC3C2Cl)OC[C@]23CCCN3CC(C2)=C(F)F)COC1)C#N